(1S,4S)-tert-butyl 5-(5-nitropyridin-2-yl)-2,5-diazabicyclo[2.2.1]heptane-2-carboxylate [N+](=O)([O-])C=1C=CC(=NC1)N1[C@@H]2CN([C@H](C1)C2)C(=O)OC(C)(C)C